ClC=1C=C2C(=NC(=NC2=C(C1C1=C(C=CC=C1O)F)F)OCCN(C)C)N1CCN(CC1)C(C=C)=O 1-(4-(6-chloro-2-(2-(dimethylamino)ethoxy)-8-fluoro-7-(2-fluoro-6-hydroxyphenyl)quinazolin-4-yl)piperazin-1-yl)prop-2-en-1-one